2-ethylhexanoate cobalt(II) [Co+2].C(C)C(C(=O)[O-])CCCC.C(C)C(C(=O)[O-])CCCC